2-iodo-4-isopropyl-1-(2,2,2-trifluoroethoxy)benzene IC1=C(C=CC(=C1)C(C)C)OCC(F)(F)F